6-(1-((3'-Cyano-5'-methoxy-[1,1'-biphenyl]-4-yl)methyl)-4-fluoro-1H-indol-7-carboxamido)spiro[3.3]heptan C(#N)C=1C=C(C=C(C1)OC)C1=CC=C(C=C1)CN1C=CC2=C(C=CC(=C12)C(=O)NC1CC2(CCC2)C1)F